dicyclohexyl-[[5-(dicyclohex-ylphosphanylmethyl)pyridin-4-yl]methyl]phosphane C1(CCCCC1)P(CC1=CC=NC=C1CP(C1CCCCC1)C1CCCCC1)C1CCCCC1